O=C1COCCCN1CCCNC1=NC=NC=C1C#N 4-((3-(3-oxo-1,4-oxazepan-4-yl)propyl)amino)pyrimidine-5-carbonitrile